N-{1-[4-carbamoyl-5-(2,3-dichlorophenyl)pyrimidin-2-yl]-4-methylpiperidin-4-yl}carbamic acid tert-butyl ester C(C)(C)(C)OC(NC1(CCN(CC1)C1=NC=C(C(=N1)C(N)=O)C1=C(C(=CC=C1)Cl)Cl)C)=O